C(C1=CC=CC=C1)OC(=O)NCCC(=O)O N-[(benzyloxy)-carbonyl]-beta-alanine